OC1CCN(C1)C(=O)O.C(C)(C)(C)C12CN(CC(CC1)N2)C2=C(C(=CC=C2)F)NC(=O)N2CCC(CC2)C2=CC=C(C=C2)C tert-butyl-3-(3-fluoro-2-{[4-(4-methylphenyl)piperidine-1-carbonyl]amino}phenyl)-3,8-diazabicyclo[3.2.1]octane 4-hydroxypyrrolidin-1-carboxylate